octadecyl-2-O-methyl-rac-glycero-3-phosphocholine C(CCCCCCCCCCCCCCCCC)C(OP(OCC(CO)OC)(=O)[O-])C[N+](C)(C)C